S1(=O)(=O)CCCC1 Sulfolane